(E)-N-(2-(5-(tert-Butyl)-2-hydroxy-4-methoxybenzoyl)-1,2,3,4-tetrahydroisoquinolin-7-yl)-4-(dimethylamino)-N-methylbut-2-enamide C(C)(C)(C)C=1C(=CC(=C(C(=O)N2CC3=CC(=CC=C3CC2)N(C(\C=C\CN(C)C)=O)C)C1)O)OC